FC1=C(C=CC(=C1F)OC1=CC=NC2=CC(=C(C=C12)OC)OCCNC)NC(=O)C=1C=NC=CC1OCC N-[2,3-difluoro-4-({6-methoxy-7-[2-(methylamino)ethoxy]quinolin-4-yl}oxy)phenyl]-4-ethoxypyridine-3-carboxamide